(2R,3S)-3-amino-2,5-dimethyl-2,3-dihydropyrido[3,2-b][1,4]oxazepine-4(5H)-one hydrochloride Cl.N[C@@H]1C(N(C2=C(O[C@@H]1C)C=CC=N2)C)=O